Di-(n-undecyl)amin C(CCCCCCCCCC)NCCCCCCCCCCC